[Zr].[Ca].[Li] lithium calcium zirconium